[Co]=O.[Ni].[Li] lithium nickel cobalt oxide